4-chloro-5-iodo-7-((1-((2-(trimethylsilyl)ethoxy)methyl)-1H-pyrazol-4-yl)methyl)-7H-pyrrolo[2,3-d]pyrimidine ClC=1C2=C(N=CN1)N(C=C2I)CC=2C=NN(C2)COCC[Si](C)(C)C